ClC1=C(C(=O)NC=2C(=C(C(=CC2)F)N(C(OC(C)(C)C)=O)CCF)F)C=C(C=C1)NC(=O)[C@@H]1C([C@H]1C1=CC(=C(C=C1)F)C(F)(F)F)(Cl)Cl tert-Butyl (3-(2-chloro-5-((1R,3R)-2,2-dichloro-3-(4-fluoro-3-(trifluoromethyl)phenyl)cyclopropane-1-carboxamido)benzamido)-2,6-difluorophenyl)(2-fluoroethyl)carbamate